FC1=CC=C(CN2CC(CC2)NC2=C(C=CC=C2)/C=C/C(=O)NO)C=C1 (E)-3-(2-((1-(4-fluorobenzyl)pyrrolidin-3-yl)amino)phenyl)-N-hydroxyacrylamide